NC1=NC=C(C=C1C=1C=C2CCNC(C2=CC1)=O)C1=CC=C(C=C1)N1CCC(CC1)N(C)C 6-(2-amino-5-(4-(4-(dimethylamino)piperidin-1-yl)phenyl)pyridin-3-yl)-3,4-dihydroisoquinolin-1(2H)-one